C(C)(=O)OC1=C(C(=CC(=C1)CCCCC)OC(C)=O)[C@@H]1C=C(CC[C@H]1C(=C)C)C(=O)O (1R,6R)-2',6'-diacetoxy-4'-pentyl-6-(prop-1-en-2-yl)-1,4,5,6-tetrahydro-[1,1'-biphenyl]-3-carboxylic acid